((2S,4R)-4-(2-aminooxazolo[4,5-c]pyridin-7-yl)tetrahydro-2H-pyran-2-yl)((S)-6,8-dichloro-1-methyl-3,4-dihydroisoquinolin-2(1H)-yl)methanone NC=1OC2=C(C=NC=C2[C@H]2C[C@H](OCC2)C(=O)N2[C@H](C3=C(C=C(C=C3CC2)Cl)Cl)C)N1